C(#N)CN1N=C2C(N(C(C=C2N2C[C@H](N(C[C@@H]2CC)C(CC)C2=CC=C(C=C2)C(C#N)(C)C)CC)=O)C)=C1 (4-(1-((2R,5S)-4-(2-(cyanomethyl)-4-methyl-5-oxo-4,5-dihydro-2H-pyrazolo[4,3-B]pyridin-7-yl)-2,5-diethylpiperazin-1-yl)propyl)phenyl)-2-methylpropanenitrile